tert-butyl N-{2-[(5-chloro-3-nitropyridin-2-yl)oxy]ethyl}carbamate ClC=1C=C(C(=NC1)OCCNC(OC(C)(C)C)=O)[N+](=O)[O-]